FC(C=1C=C(C=C(C1)C(F)(F)F)C(C(C)N(C(C)C)CC1=C(C=CC(=C1)C(F)(F)F)C1=CC(=C(C=C1OC)F)OCCCC(=O)O)O)(F)F 4-((2'-(((1-(3,5-bis(trifluoromethyl)phenyl)-1-hydroxypropan-2-yl)(isopropyl)amino)methyl)-4-Fluoro-6-methoxy-4'-(trifluoromethyl)-[1,1'-biphenyl]-3-yl)oxy)butanoic acid